N-ethylpyridine zinc chloride salt [Cl-].[Zn+2].C(C)N1CC=CC=C1.[Cl-]